1-(2-((1r,3r,5r,7r)-adamantan-2-yl)ethyl)-3-((5-(4-chlorophenyl)-1-(2,4-dichlorophenyl)-4-methyl-1H-pyrazol-3-yl)methyl)urea C12C(C3CC(CC(C1)C3)C2)CCNC(=O)NCC2=NN(C(=C2C)C2=CC=C(C=C2)Cl)C2=C(C=C(C=C2)Cl)Cl